(R or S)-2-(6-(2-(2-fluoro-5-(2,2,2-trifluoroethoxy)benzyl)-2H-tetrazol-5-yl)pyridin-2-yl)-2-hydroxypropane-1-sulfonamide FC1=C(CN2N=C(N=N2)C2=CC=CC(=N2)[C@@](CS(=O)(=O)N)(C)O)C=C(C=C1)OCC(F)(F)F |o1:15|